N12C=CCNC2CCC1 1,5-diazabicyclo[4.3.0]-nonen